5-(Benzyloxy)-1,3-dimethyl-1H-pyrazole C(C1=CC=CC=C1)OC1=CC(=NN1C)C